C1N(CC2=CC=CC=C12)C1=NC2=C(C=C(C=C2C(N1)=O)C)C(C)NC1=C(C(=O)O)C=CC=C1 2-((1-(2-(isoindolin-2-yl)-6-methyl-4-oxo-3,4-dihydroquinazolin-8-yl)ethyl)amino)benzoic acid